FC(C1=CC=C(C=C1)N1CCCCC1)(F)F 1-(4-trifluoromethylphenyl)-piperidine